1-(4-methoxybenzyl)-1H-pyrazolo[3,4-b]pyridine-5-carboxylic acid COC1=CC=C(CN2N=CC=3C2=NC=C(C3)C(=O)O)C=C1